O[C@H]1C(O[C@@H]([C@H]([C@@H]1O)O)CO)[S-] (3R,4S,5S,6R)-3,4,5-trihydroxy-6-(hydroxymethyl)oxane-2-thiolate